[Cl-].C(C(=C)C)(=O)OCC[N+](CCC[Si](OC)(OC)OC)(C)C methacryloxyethyldimethyl-(3-trimethoxysilylpropyl)ammonium chloride